ClC=1N=CC2=C(N1)SC(=N2)NC(OCC2C1=CC=CC=C1C=1C=CC=CC21)=O (9H-fluoren-9-yl)methyl (5-chlorothiazolo[5,4-d]pyrimidin-2-yl)carbamate